2-(1-benzylpiperidin-4-yl)ethane-1-amine C(C1=CC=CC=C1)N1CCC(CC1)CCN